1-(4-(2-cyano-7-((5-methoxy-7-methyl-1H-indol-4-yl)methyl)-7-azaspiro[3.5]nonan-6-yl)benzoyl)piperidine-3-carboxylic acid C(#N)C1CC2(C1)CC(N(CC2)CC2=C1C=CNC1=C(C=C2OC)C)C2=CC=C(C(=O)N1CC(CCC1)C(=O)O)C=C2